4-(2-isopropyl-4-methoxythieno[2',3':5,6]benzo[1,2-d]oxazol-7-yl)-4-oxobutanoic acid C(C)(C)C=1OC2=C(N1)C1=C(C=C2OC)SC(=C1)C(CCC(=O)O)=O